tert-butyl N-[[1-[5-(anilinomethyl)-2-[3-cyano-4-(trifluoromethyl)phenyl] pyrimidin-4-yl]pyrrolidin-3-yl]methyl]carbamate N(C1=CC=CC=C1)CC=1C(=NC(=NC1)C1=CC(=C(C=C1)C(F)(F)F)C#N)N1CC(CC1)CNC(OC(C)(C)C)=O